mono-cumene hydroperoxide [O-]O.C1(=CC=CC=C1)C(C)C